tert-butyl 5-(2-amino-6-oxo-1H-pyrimidin-4-yl)-4-benzyl-2-methyl-pyrazole-3-carboxylate NC=1NC(C=C(N1)C=1C(=C(N(N1)C)C(=O)OC(C)(C)C)CC1=CC=CC=C1)=O